N-(3,4-dihydroxyphenethyl)(methyl)acrylamide OC=1C=C(CCNC(C(=C)C)=O)C=CC1O